3-bromo-10-(2-ethylhexyl)-10H-phenothiazine BrC=1C=CC=2N(C3=CC=CC=C3SC2C1)CC(CCCC)CC